(1S,3R)-3-(3-(2-(3-methylisoxazol-5-yl)acetamido)-1H-pyrazol-5-yl)cyclopentyl D-valinate N[C@H](C(C)C)C(=O)O[C@@H]1C[C@@H](CC1)C1=CC(=NN1)NC(CC1=CC(=NO1)C)=O